7-(2-{6-chloroimidazo[1,2-a]pyridin-3-yl}pyrimidin-4-yl)-octahydroimidazo[1,5-a]pyrazin-3-one ClC=1C=CC=2N(C1)C(=CN2)C2=NC=CC(=N2)N2CC1N(CC2)C(NC1)=O